2-[2-[2-[[2-[2-[2-[[(4S)-4-Fmoc-amino-5-tert-butoxy-5-oxo-pentanoyl]amino]ethoxy]ethoxy]acetyl]amino]ethoxy]ethoxy]acetic acid C(=O)(OCC1C2=CC=CC=C2C2=CC=CC=C12)[C@H](CC(C(=O)NCCOCCOCC(=O)NCCOCCOCC(=O)O)N)C(=O)OC(C)(C)C